N-(3-(6-chlorooxazolo[4,5-b]pyridin-2-yl)phenyl)-2-(cyclopropylthio)acetamide ClC=1C=C2C(=NC1)N=C(O2)C=2C=C(C=CC2)NC(CSC2CC2)=O